ethyl 3-methyl-2-((methylthio)methyl)butanoate CC(C(C(=O)OCC)CSC)C